(S)-1-((3-methyl-6-(4,4,4-trifluorobutoxy)-3,4-dihydronaphthalen-2-yl)methyl)-N-neopentylazetidine-3-carboxamide C[C@@H]1C(=CC2=CC=C(C=C2C1)OCCCC(F)(F)F)CN1CC(C1)C(=O)NCC(C)(C)C